NC1=C(C2=C(C3=C(N=C(N(C3=O)CC3=CN=CO3)C3=C(C=C(C=C3)OC)C3CC3)S2)C=C1)O 7-amino-2-(2-cyclopropyl-4-methoxyphenyl)-8-hydroxy-3-(oxazol-5-ylmethyl)benzo[4,5]thieno[2,3-d]pyrimidin-4(3H)-one